tert-butyl (1-(4-chloropyridin-3-yl)pyrrolidin-3-yl)(methyl)carbamate tert-Butyl-(1-(4-chloropyridin-3-yl)pyrrolidin-3-yl)(methyl)carbamate C(C)(C)(C)OC(N(C)C1CN(CC1)C=1C=NC=CC1Cl)=O.ClC1=C(C=NC=C1)N1CC(CC1)N(C(OC(C)(C)C)=O)C